ClC1=CC(=C(COC2=CC=CC(=N2)C2=CCC(CC2)CC)C=C1)F 2-(4-(6-((4-chloro-2-fluorobenzyl)oxy)pyridin-2-yl)cyclohex-3-en-1-yl)ethan